1-(2,3,5,6-tetrafluoro-4-(methylthio)phenyl)ethan-1-one FC1=C(C(=C(C(=C1F)SC)F)F)C(C)=O